NC1=NC2=CC=C(C=C2C=C1C)C(=O)N(CC1=NC=C(C=C1)C(F)(F)F)[C@H]1COC2=C1C=CC=C2 2-amino-N-((3R)-2,3-dihydro-1-benzofuran-3-yl)-3-methyl-N-((5-(trifluoromethyl)-2-pyridinyl)methyl)-6-quinolinecarboxamide